6-bromo-8-chloro-[1,2,4]triazolo[4,3-a]pyridin BrC=1C=C(C=2N(C1)C=NN2)Cl